C(C)(C)(C)OC(=O)N1CC(C(CC1)=C(F)F)C([2H])([2H])[2H] 4-(difluoromethylene)-3-(methyl-d3)piperidine-1-carboxylic acid tert-butyl ester